BrC1=CC2=CN(N=C2C=C1OCOC)C 5-bromo-6-(methoxymethoxy)-2-methylindazole